BrC1=CC=CC=C1 2-bromobenzene